2-chloro-N-cinnamyl-6-methylthieno[2,3-d]pyrimidin-4-amine ClC=1N=C(C2=C(N1)SC(=C2)C)NCC=CC2=CC=CC=C2